N1(CCCC1)CCCCC(=O)OC(C(=O)OCCCCCCOC(C(CCCCCCCC)CCCCCC)=O)C(=O)OCCCCCCOC(C(CCCCCCCC)CCCCCC)=O bis(6-((2-hexyldecanoyl)oxy)hexyl) 2-((5-(pyrrolidin-1-yl)pentanoyl)oxy)-malonate